ClC=1C=CC(=C(C1)[C@H](CCNC)CCN1CCCCC1)OC (R)-3-(5-chloro-2-methoxyphenyl)-N-methyl-5-(piperidin-1-yl)pentan-1-amine